[Cl-].C(C)C1=C(C(=CC=C1)CC)N1C=[N+](C=C1)C1=C(C=CC=C1CC)CC 1,3-bis(2,6-diethylphenyl)imidazolium chloride